CN1CCN(CC1)CC1=NSC(=N1)NC(=O)C1=C(OC(=C1)C1=CC(=CC=C1)C(F)(F)F)C(F)(F)F N-(3-((4-methylpiperazin-1-yl)methyl)-1,2,4-thiadiazol-5-yl)-2-(trifluoromethyl)-5-(3-(trifluoromethyl)phenyl)furan-3-carboxamide